3-amino-1-(4-((6-(2-hydroxy-4-(1H-pyrazol-4-yl)phenyl)pyridazin-3-yl)thio)-2,2,6,6-tetramethylpiperidin-1-yl)propan-1-one NCCC(=O)N1C(CC(CC1(C)C)SC=1N=NC(=CC1)C1=C(C=C(C=C1)C=1C=NNC1)O)(C)C